3-(6-(2,8-diazaspiro[4.5]dec-8-yl)pyridin-3-yl)piperidine-2,6-dione C1NCCC12CCN(CC2)C2=CC=C(C=N2)C2C(NC(CC2)=O)=O